[SH3+].[SH3+].[SH3+].[SH3+].[Fe].[Fe].[Fe].[Fe] The molecule is an Fe4S4 iron-sulfur cluster in which each sulfur is attached to three of the iron atoms. It has a role as a cofactor.